C(C)(C)(C)OC(=O)N1CC(CC1)(C)C#N 3-cyano-3-methylpyrrolidine-1-carboxylic acid tert-butyl ester